BrC1=C(C=NN(C1=O)C)N[C@@H]1C[C@@H](CN(C1)C)C1=CC=C(C(=O)N2CCC3(CC2)CCN(CC3)C=3C=CC(=C(C3)C3C(NC(CC3)=O)=O)C)C=C1 3-[5-[3-[4-[(3R,5R)-5-[(5-bromo-1-methyl-6-oxo-pyridazin-4-yl)amino]-1-methyl-3-piperidyl]benzoyl]-3,9-diazaspiro[5.5]undecan-9-yl]-2-methyl-phenyl]piperidine-2,6-dione